N-(2-hydroxy-5-(1-oxo-6-(3-(tetrahydro-2H-pyran-2-yl)-5-(trifluoromethyl)phenyl)-3,4-dihydroisoquinolin-2(1H)-yl)phenyl)methanesulfonamide OC1=C(C=C(C=C1)N1C(C2=CC=C(C=C2CC1)C1=CC(=CC(=C1)C(F)(F)F)C1OCCCC1)=O)NS(=O)(=O)C